methyl 6-[3-methoxy-5-(6-methyl-2-pyridyl)-1H-pyrazol-4-yl]-1,5-naphthyridine-4-carboxylate COC1=NNC(=C1C=1N=C2C(=CC=NC2=CC1)C(=O)OC)C1=NC(=CC=C1)C